3-({3-[2-(4-chlorophenyl)-2-hydroxy(2-2H)ethyl]-1,2,4-oxadiazol-5-yl}methyl)-5-methyl-1-{[2-(trimethylsilyl)ethoxy]methyl}pyrimidine-2,4-dione ClC1=CC=C(C=C1)C(CC1=NOC(=N1)CN1C(N(C=C(C1=O)C)COCC[Si](C)(C)C)=O)([2H])O